(E,Z)-4,7,10-trimethyl-13-(4-(4,7,10-trimethyl-2,5,8,11-tetraoxatetradec-13-en-13-yl)phenyl)-2,5,8,11-tetraoxatetradec-12-ene CC(COC)OCC(OCC(O\C=C(/C)\C1=CC=C(C=C1)C(COC(COC(COC(COC)C)C)C)=C)C)C